1,1-dibromo-1-chloropropan-2-one BrC(C(C)=O)(Cl)Br